1-(4-chlorophenyl)-3-(4-fluoro-3-methoxyphenyl)prop-2-en-1-one ClC1=CC=C(C=C1)C(C=CC1=CC(=C(C=C1)F)OC)=O